C(C)(C)(C)OC(=O)N\C(\NC1=CC2=CC=C(C=C2C=C1)OCCF)=N/C(OC(C)(C)C)=O tert-butyl [(Z)-[(tert-butoxycarbonyl)amino]{[6-(2-fluoroethoxy)naphthalen-2-yl]amino}methylidene]carbamate